tert-Butyl (3S)-3-[[3-(2-chloro-6-methyl-4-pyridyl)-2-(3-cyanophenyl)pyrazolo[1,5-a]pyrimidin-5-yl]amino]pyrrolidine-1-carboxylate ClC1=NC(=CC(=C1)C=1C(=NN2C1N=C(C=C2)N[C@@H]2CN(CC2)C(=O)OC(C)(C)C)C2=CC(=CC=C2)C#N)C